4-((4-(4-(4,4,5,5-tetramethyl-1,3,2-dioxaborolan-2-yl)phenyl)-1H-1,2,3-triazol-1-yl)methyl)pyrimidine CC1(OB(OC1(C)C)C1=CC=C(C=C1)C=1N=NN(C1)CC1=NC=NC=C1)C